CC([C@H](C1=CC=CC=C1)N1C=NC2=C(C1=O)C1=C(S2)CNCC1)C (R)-3-(2-Methyl-1-phenylpropyl)-5,6,7,8-tetrahydropyrido[4',3':4,5]thieno[2,3-d]pyrimidin-4(3H)-one